C(C)OC1=NCCN([C@@H]1C)C(C1=CC=CC=C1)(C1=CC=CC=C1)C1=CC=CC=C1 (R)-5-ethoxy-6-methyl-1-trityl-1,2,3,6-tetrahydropyrazine